(E)-(2-(1-(8-methoxy-2-(2-(pyridin-3-yl)vinyl)quinazolin-4-yl)piperidin-4-yl)ethyl)phosphonic acid COC=1C=CC=C2C(=NC(=NC12)\C=C\C=1C=NC=CC1)N1CCC(CC1)CCP(O)(O)=O